BrC1=CC(=NC(=C1OC(F)F)C)N=C(C1=CC=CC=C1)C1=CC=CC=C1 N-(4-Bromo-5-(difluoromethoxy)-6-methylpyridin-2-yl)-1,1-diphenylmethanimine